6-[[(2R,3S,4R,5S)-3-(3,4-difluoro-2-methoxy-phenyl)-4,5-dimethyl-5-(trifluoromethyl)tetrahydrofuran-2-carbonyl]amino]pyrimidine-4-carboxamide FC=1C(=C(C=CC1F)[C@H]1[C@@H](O[C@@]([C@@H]1C)(C(F)(F)F)C)C(=O)NC1=CC(=NC=N1)C(=O)N)OC